O1CCC2=C1C=CC=C2C2=CC[C@@H](CN2C(=O)OC(C)(C)C)C |r| tert-butyl rac-(3S)-6-(2,3-dihydrobenzofuran-4-yl)-3-methyl-3,4-dihydro-2H-pyridine-1-carboxylate